CN1CCC(CC1)OC=1C=CC(=NC1)C1=NSC(=N1)NC1=NC=CC(=C1)C(F)(F)F 3-(5-(1-methyl-piperidin-4-yloxy)pyridin-2-yl)-N-(4-(trifluoro-methyl)pyridin-2-yl)-1,2,4-thiadiazol-5-amine